FC1=C(C=CC2=CC=C(C=C2)C2=CC=C(C=C2)C=CC2=C(C=C(C=C2)N2C3=CC=CC=C3C=3C=CC=CC23)F)C=CC(=C1)N1C2=CC=CC=C2C=2C=CC=CC12 4,4'-bis(2-fluoro-4-(9-carbazolyl)styryl)biphenyl